COC(=O)C=1C=NC(=CC1C1=C(C=CC=C1)OC(F)F)C 4-(2-(difluoromethoxy)phenyl)-6-methylpyridine-3-carboxylic acid methyl ester